2,6-dichloro-5-fluoro-N-((2-isopropyl-6-methylphenyl)carbamoyl)nicotinic acid amide ClC1=C(C(=O)NC(NC2=C(C=CC=C2C)C(C)C)=O)C=C(C(=N1)Cl)F